[N+](=O)([O-])C1=C(C=C(C(=O)O)C=C1)CN1CCNCC1 4-nitro-3-(piperazin-1-ylmethyl)benzoic acid